C1(CC1)C1=NC=NC(=C1C1=NC=C(C(=N1)NCC1CCN(CC1)C=1N(C=C(N1)C(F)(F)F)C)OC)OC 4'-Cyclopropyl-5,6'-dimethoxy-N-((1-(1-methyl-4-(trifluoromethyl)-1H-imidazol-2-yl)piperidin-4-yl)methyl)-[2,5'-bipyrimidin]-4-amine